spiro[1H-indole-3,2'-3H-1,3,4-thiadiazole]-2-one S1C2(NN=C1)C(NC1=CC=CC=C12)=O